COC1=C2C(=C3C(=C(C(OC3=C1)=O)CC(=O)O)C)CCO2 2-(4-methoxy-9-methyl-7-oxo-1,7-dihydro-2H-furo[3,2-f]chromen-8-yl)acetic acid